(3S,3'S)-4,4'-(methylenebis(oxy))bis(3-amino-4-oxobutyric acid) hydrochloride Cl.C(OC([C@H](CC(=O)O)N)=O)OC([C@H](CC(=O)O)N)=O